[F-].[Al+3].[F-].[F-] aluminum fluoride